NC1=C(OC=2C=C(C=C(C2)OC2=C(C=CC=C2)N)C(F)(F)F)C=CC=C1 3,5-bis(2-aminophenoxy)-benzotrifluoride